2-methyl-3-(4-(trifluoromethyl)phenyl)-4,5,6,7-tetrahydro-2H-pyrazolo[3,4-c]pyridine hydrochloride Cl.CN1N=C2CNCCC2=C1C1=CC=C(C=C1)C(F)(F)F